ethyl 7-[5-(bromomethyl)-1-methyl-3-(phenoxymethyl)-1H-pyrazol-4-yl]-1-[3-(methylamino)propyl]-3-[3-(naphthalen-1-yloxy)propyl]-1H-indole-2-carboxylate hydrochloric acid salt Cl.BrCC1=C(C(=NN1C)COC1=CC=CC=C1)C=1C=CC=C2C(=C(N(C12)CCCNC)C(=O)OCC)CCCOC1=CC=CC2=CC=CC=C12